CN(C)C1=NC(=C2N=CN(C2=N1)C1OCCC1)NCC1=C(C=CC=C1)OC (Dimethylamino)-6-[(2-methoxybenzyl)amino]-9-(tetrahydrofuran-2-yl)-9H-purine